C(C)(C)(C)OC(=O)N1[C@@H](CN(CC1)C1=CN=C(S1)N)C (2R)-4-(2-aminothiazol-5-yl)-2-methyl-piperazine-1-carboxylic acid tert-butyl ester